CO[C@H](C(=O)NC=1SC(=NN1)N[C@H]1CN(CC1)C=1N=NC(=CC1)C)C1=CC(=CC=C1)OC (2S)-2-methoxy-2-(3-methoxyphenyl)-N-[5-[[(3R)-1-(6-methylpyridazin-3-yl)pyrrolidin-3-yl]amino]-1,3,4-thiadiazol-2-yl]acetamide